4-(cyclopropylsulfonyl)phenylboronic acid C1(CC1)S(=O)(=O)C1=CC=C(C=C1)B(O)O